2-cyclopropyl-5-{6-cyclopropyl-4-[4-fluoro-2-(5-methyl-1H-1,2,3-triazol-1-yl)phenyl]-2-pyridyl}-7-(trifluoromethyl)-3,5-dihydro-1,3,5-triaza-4-indenone C1(CC1)C1=NC=2C(=CN(C(C2N1)=O)C1=NC(=CC(=C1)C1=C(C=C(C=C1)F)N1N=NC=C1C)C1CC1)C(F)(F)F